3-methyl-2-(4-(4-sulfamoylphenyl)-1H-1,2,3-triazol-1-yl)butanamide CC(C(C(=O)N)N1N=NC(=C1)C1=CC=C(C=C1)S(N)(=O)=O)C